hexamethyl-N'''-[3-(trimethoxysilyl)propyl]-phosphorimidic triamide CN(P(N(C)C)(N(C)C)=NCCC[Si](OC)(OC)OC)C